4-(4-hydroxyphenyl)-6-p-fluorophenyl-2-amino-3-cyanopyridine OC1=CC=C(C=C1)C1=C(C(=NC(=C1)C1=CC=C(C=C1)F)N)C#N